(6-methylpyridazine-3-yl)methanone CC1=CC=C(N=N1)C=O